4-chloro-N-[(1R)-2-hydroxy-1-{3-[4-(trifluoromethyl)phenyl]-1,2,4-oxadiazol-5-yl}ethyl]benzamide ClC1=CC=C(C(=O)N[C@H](CO)C2=NC(=NO2)C2=CC=C(C=C2)C(F)(F)F)C=C1